4-(3-((benzyloxy)methyl)-4-ethyl-5-oxo-4,5-dihydro-1H-1,2,4-triazol-1-yl)-2-bromo-5-fluorobenzoic acid methyl ester COC(C1=C(C=C(C(=C1)F)N1N=C(N(C1=O)CC)COCC1=CC=CC=C1)Br)=O